C1(CCC1)N[C@H]1[C@@H](C1)C=1C=C(SC1)C(=O)NC=1C=NN(C1)C 4-(trans-2-(cyclobutylamino)-cyclopropyl)-N-(1-methyl-1H-pyrazol-4-yl)thiophene-2-carboxamide